1-methyl-2-[[4-[5-methyl-2-(2H-tetrazol-5-yl)phenyl]piperazin-1-yl]methyl]benzimidazole CN1C(=NC2=C1C=CC=C2)CN2CCN(CC2)C2=C(C=CC(=C2)C)C=2N=NNN2